4-nitro-ortho-cresol [N+](=O)([O-])C=1C=C(C(=CC1)O)C